BrCCCCN1N=NC2=C1C=CC(=C2C)C(CC(=O)OCC)C2=CC(=C(C=C2)C)CN2S(OC1=C(C2)C=C(C=C1C)O)(=O)=O ethyl 3-[1-(4-bromobutyl)-4-methyl-1H-benzotriazol-5-yl]-3-{3-[(6-hydroxy-8-methyl-2,2-dioxo-2H-1,2λ6,3-benzoxathiazin-3(4H)-yl)methyl]-4-methylphenyl}propanoate